ClC=1C(=CC=C2N=CC(=NC12)C=1C=NN(C1)C1CN(C1)C(=O)OC(C)(C)C)OC1=CC2=C(N=C(N2COCC[Si](C)(C)C)C)C=C1 tert-Butyl 3-[4-[8-chloro-7-[2-methyl-3-(2-trimethylsilylethoxymethyl)benzimidazol-5-yl]oxy-quinoxalin-2-yl]pyrazol-1-yl]azetidine-1-carboxylate